butoxyethoxy-2-propanol C(CCC)OCCOCC(C)O